Fluoronaphthalin FC1=CC=CC2=CC=CC=C12